Ethyl-4-((4-chlorophenyl)amino)-6-methoxy-3-pentyl-1,2,3,4-tetrahydroquinoline-2-carboxylate C(C)OC(=O)C1NC2=CC=C(C=C2C(C1CCCCC)NC1=CC=C(C=C1)Cl)OC